FC1(CC(C1)C1=NN(C(=C1C)NC(OC1CCC1)=O)C)F cyclobutyl (3-(3,3-difluorocyclobutyl)-1,4-dimethyl-1H-pyrazol-5-yl)carbamate